N-(4-(4-amino-5-(1H-indol-3-yl)-7-methyl-7H-pyrrolo[2,3-d]pyrimidin-6-yl)phenyl)acrylamide NC=1C2=C(N=CN1)N(C(=C2C2=CNC1=CC=CC=C21)C2=CC=C(C=C2)NC(C=C)=O)C